5-Aminonicotinic acid hydrazide NC=1C=NC=C(C(=O)NN)C1